(R or S)-5-(hydroxymethyl)-3-{2-[(6-methoxy-2-methyl-1,2,3,4-tetrahydroisoquinolin-7-yl)amino]quinazolin-7-yl}-1,3-oxazolidin-2-one OC[C@H]1CN(C(O1)=O)C1=CC=C2C=NC(=NC2=C1)NC1=C(C=C2CCN(CC2=C1)C)OC |o1:2|